((1r,4r)-4-(((2-chloro-4-(2,6-dimethylmorpholino)phenyl)amino)methyl)cyclohexyl)carbamic acid tert-butyl ester C(C)(C)(C)OC(NC1CCC(CC1)CNC1=C(C=C(C=C1)N1CC(OC(C1)C)C)Cl)=O